5-[(1-phenylethyl)sulfonylamino]-1,3-thiazole-4-carboxylic acid C1(=CC=CC=C1)C(C)S(=O)(=O)NC1=C(N=CS1)C(=O)O